1-(3-chloropropyl)indoline ClCCCN1CCC2=CC=CC=C12